3-(3-(9H-carbazol-9-yl)phenyl)-6-bromo-9-propyl-9H-carbazole C1=CC=CC=2C3=CC=CC=C3N(C12)C=1C=C(C=CC1)C=1C=CC=2N(C3=CC=C(C=C3C2C1)Br)CCC